6-(tert-Butylsulfonyl)-3-(2-chloro-5-methylpyridin-4-yl)-7-methoxyimidazo[1,2-a]pyridine C(C)(C)(C)S(=O)(=O)C=1C(=CC=2N(C1)C(=CN2)C2=CC(=NC=C2C)Cl)OC